(3R)-N-[5-(2,4-dichlorophenyl)-1H-indazol-3-yl]piperidine-3-carboxamide hydrochloride Cl.ClC1=C(C=CC(=C1)Cl)C=1C=C2C(=NNC2=CC1)NC(=O)[C@H]1CNCCC1